2-(4-(4-Cyanopyridin-2-yl)phenyl)-N-(5-methylthiazol-2-yl)acetamide C(#N)C1=CC(=NC=C1)C1=CC=C(C=C1)CC(=O)NC=1SC(=CN1)C